3-bromo-1-(3-chloro-2-pyridyl)-N-[4-cyano-2-methyl-6-[(methylamino)carbonyl]phenyl]-1H-pyrazole-5-carboxamide BrC1=NN(C(=C1)C(=O)NC1=C(C=C(C=C1C(=O)NC)C#N)C)C1=NC=CC=C1Cl